(trifluoromethyl)spiro[3.3]heptane FC(F)(F)C1CCC12CCC2